4'-biphenyltetra-formyl chloride C=1(C(=C(C(=CC1)C(=O)Cl)C(=O)Cl)C(=O)Cl)C1=CC=C(C=C1)C(=O)Cl